2-(2-(2-methoxyethoxy)ethoxy)-N-methylethan-1-amine COCCOCCOCCNC